2-Methyl-hexanoic acid 7-[4-(4-benzo[b]thiophen-4-ylpiperazin-1-yl)butoxy]-4,4-dimethyl-2-oxo-3,4-dihydro-2H-quinolin-1-ylmethyl ester S1C2=C(C=C1)C(=CC=C2)N2CCN(CC2)CCCCOC2=CC=C1C(CC(N(C1=C2)COC(C(CCCC)C)=O)=O)(C)C